N'-(4-bromophenyl)-1-(thiazol-2-yl)-3-(trifluoromethyl)-1H-pyrazole-4-carbohydrazide BrC1=CC=C(C=C1)NNC(=O)C=1C(=NN(C1)C=1SC=CN1)C(F)(F)F